[Na+].[K+].C([C@H](O)[C@@H](O)C(=O)[O-])(=O)[O-] L(+)-Tartaric acid potassium sodium salt